scandium 2,6-dimethoxyphthalic acid COC1(C(C(=O)O)C(=CC=C1)OC)C(=O)O.[Sc]